7-benzyl-3-benzyl-2,3,6,7,8,9-hexahydroimidazo[1,2-a]pyrido[3,4-e]pyrimidin-5(1H)-one C(C1=CC=CC=C1)N1CC=2C(N=C3N(C2CC1)CCN3CC3=CC=CC=C3)=O